C(C)(C)(C)OC(=O)N1[C@@H]([C@@H]2C[C@@H]2C1)C(NC1=NN(C=C1)CC(F)(F)F)=O.C(C)C1=NC=C(C(=C1Cl)C#N)C(F)(F)F 2-ethyl-cyano-3-chloro-5-trifluoromethyl-pyridine tert-butyl-(1R,2S,5S)-2-((1-(2,2,2-trifluoroethyl)-1H-pyrazol-3-yl)carbamoyl)-3-azabicyclo[3.1.0]hexane-3-carboxylate